2-[4-[(3S)-3-[5-(2-oxopyrrolidin-1-yl)-3-pyridinyl]isoxazolidine-2-carbonyl]-1-piperidinyl]pyrimidine-4-carboxamide O=C1N(CCC1)C=1C=C(C=NC1)[C@H]1N(OCC1)C(=O)C1CCN(CC1)C1=NC=CC(=N1)C(=O)N